C(C)(C)SCC=1N=CN(C1)C1=CC=C(C=C1)C1=NOC(=N1)C(F)(F)F 3-(4-(4-((isopropylthio)methyl)-1H-imidazol-1-yl)phenyl)-5-(trifluoromethyl)-1,2,4-oxadiazole